BrC1=C2CC(C(C2=CC=C1)=O)C 4-bromo-2-methyl-2,3-dihydro-1H-inden-1-one